4-Chloro-2-(pyridin-3-yl)quinoline-7-carboxylic acid ClC1=CC(=NC2=CC(=CC=C12)C(=O)O)C=1C=NC=CC1